17-(1H-benzimidazol-1-yl)-androsta-5,16-diene N1(C=NC2=C1C=CC=C2)C=2[C@]1(C)[C@@H](CC2)[C@@H]2CC=C3CCCC[C@]3(C)[C@H]2CC1